N-octadecyl-2-(3,4-di-(2-propen-1-yloxy)-phenyl)-3,5,7-tris-(2-propen-1-yloxy)-quinolin-4-one C(CCCCCCCCCCCCCCCCC)N1C(=C(C(C2=C(C=C(C=C12)OCC=C)OCC=C)=O)OCC=C)C1=CC(=C(C=C1)OCC=C)OCC=C